1-iso-Butyl-1-(2-methyl-5-(6-(2-(4-methylpiperazin-1-yl)ethoxy)pyridin-3-yl)phenyl)thiourea C(C(C)C)N(C(=S)N)C1=C(C=CC(=C1)C=1C=NC(=CC1)OCCN1CCN(CC1)C)C